BrCC1=NC(=CC(=C1)C)C 2-(bromomethyl)-4,6-dimethyl-pyridine